SCCCCCCN 6-Mercaptohexylamine